B(O)(O)O.ClC1=C(C(=O)CC(=O)NN[C@H](CC(C)C)C(=O)O)C=C(C=C1)Cl N-(2,5-dichlorobenzoyl)acetamido-D-leucine borate